tert-butyl (5-{3-(4-chlorophenyl)-1-[2-(4-morpholinyl)ethyl]ureido}benzo[d]thiazol-2-yl)carbamate ClC1=CC=C(C=C1)NC(N(CCN1CCOCC1)C=1C=CC2=C(N=C(S2)NC(OC(C)(C)C)=O)C1)=O